C(C1=CC=CC=C1)NC1CC(CCC1)N N-benzylcyclohexane-1,3-diamine